3-(diphenylphosphino)propane-1-sulfonic acid C1(=CC=CC=C1)P(CCCS(=O)(=O)O)C1=CC=CC=C1